ethylene sulfate salt S(=O)(=O)(O)O.C=C